1,1,1,3,3,5-hexamethyl-5,5-diethoxytrisiloxane C[Si](O[Si](O[Si](OCC)(OCC)C)(C)C)(C)C